ortho-aminophenylether NC1=C(C=CC=C1)OC1=C(C=CC=C1)N